OCC(NCC(=O)O)(CO)CO N-TRIS(hydroxymethyl)methylglycine